COC=1C=C(C=CC1[N+](=O)[O-])NC1CCN(CC1)C1C2CC3(CC(CC1C3)C2)O (cis)-4-(4-((3-methoxy-4-nitrophenyl)amino)piperidin-1-yl)adamantan-1-ol